((R)-2,2-difluoro-1-(((R)-3-fluoropyrrolidin-1-yl)methyl)cyclopropyl)methanol FC1([C@](C1)(CN1C[C@@H](CC1)F)CO)F